N-(6-methoxy-pyridin-3-yl)-propionamide COC1=CC=C(C=N1)NC(CC)=O